ClC1=NC=C(C(=N1)Cl)C=O 2,4-dichloropyrimidine-5-carboxaldehyde